O=C1N(CCC1)C(C(=O)N)CC 2-(2-oxopyrrolidin-1-yl)butanamide